COC1=CC=C(CN2CC(N(CC2)C2CC3(C2)CCN(CC3)C(=O)OC(C)(C)C)C3=C(C=CC=C3)CN3CCOCC3)C=C1 tert-butyl 2-(4-(4-methoxybenzyl)-2-(2-(morpholinomethyl) phenyl) piperazin-1-yl)-7-azaspiro[3.5]nonane-7-carboxylate